tert-Butyl 1-((4-(1,1,1,3,3,3-hexafluoro-2-hydroxypropan-2-yl)phenyl)carbamoyl)-5-(N-methylsulfamoyl)isoindoline-2-carboxylate FC(C(C(F)(F)F)(O)C1=CC=C(C=C1)NC(=O)C1N(CC2=CC(=CC=C12)S(NC)(=O)=O)C(=O)OC(C)(C)C)(F)F